N-((4-(1-(difluoromethyl)-1H-pyrazol-3-yl)-6-(4-fluorophenyl)pyridin-3-yl)methyl)acrylamide FC(N1N=C(C=C1)C1=C(C=NC(=C1)C1=CC=C(C=C1)F)CNC(C=C)=O)F